ClC1=C(C=2N=C(N=C(C2C=N1)N1C[C@H]2CC[C@@H](C1)N2C(=O)OC(C)(C)C)SC)F (1R,5S)-tert-butyl 3-(7-chloro-8-fluoro-2-(methylthio)pyrido[4,3-d]pyrimidin-4-yl)-3,8-diazabicyclo[3.2.1]octane-8-carboxylate